5-[7-[[6-[3-(1-hydroxy-1-methyl-ethyl)azetidine-1-carbonyl]pyridazin-3-yl]amino]-3-methyl-imidazo[4,5-b]pyridin-5-yl]oxy-4-methyl-pyridine-2-carbonitrile OC(C)(C)C1CN(C1)C(=O)C1=CC=C(N=N1)NC1=C2C(=NC(=C1)OC=1C(=CC(=NC1)C#N)C)N(C=N2)C